CC(C)(OOC1(CC(CC(C1)C)(C)C)OOC(C)(C)C)C Bis(1,1-dimethylethylperoxy)-3,3,5-trimethylcyclohexane